C(C)(C)(C)C(C(=O)OO)CCCCCCCCCC.C(CCCCCCCCCCC)(=O)OOC(C)(C)C tert-butyl peroxylaurate (tert-butylperoxylaurate)